N-(6-(2-Aminophenylamino)-6-oxohexyl)-4-methylbenzamide NC1=C(C=CC=C1)NC(CCCCCNC(C1=CC=C(C=C1)C)=O)=O